1,5-diethyl (2S)-2-({5-[2-(2,4-diamino-6-oxo-1,6-dihydropyrimidin-5-yl)acetamido]-6-methoxypyridinyl}formamido)pentanedioate NC=1NC(C(=C(N1)N)CC(=O)NC=1C=CC(=NC1OC)C(=O)N[C@H](C(=O)OCC)CCC(=O)OCC)=O